5-benzothiophene-2,5-disulfonyl chloride C=1S(C=CC=2C1C=CC2S(=O)(=O)Cl)S(=O)(=O)Cl